O[C@@H]1/C=C/C[C@H]2[C@@H]([C@H]2CC1)C(=O)OCC ethyl (1R,5S,8S,9R,E)-5-hydroxybicyclo[6.1.0]non-3-ene-9-carboxylate